OC[C@H](C1=CC=CC=C1)NC1=NC(=NC=C1C(=O)NS(=O)(=O)C)NC1=CC(=C(C=C1)S(=O)(=O)C)C 4-[[(1S)-2-hydroxy-1-phenyl-ethyl]amino]-2-(3-methyl-4-methylsulfonyl-anilino)-N-methylsulfonyl-pyrimidine-5-carboxamide